COC(=O)C1(N(CCN(C1)C(=O)OC(C)(C)C)C(=O)OC(C)(C)C)C 2-methylpiperazine-1,2,4-tricarboxylic acid 1,4-di-tert-butyl 2-methyl ester